NC1=C(C=CC(=C1)NCC1=CC=C(C=C1)O)NC([C@H]([C@H](CCCCC)F)F)=O (2R,3S)-N-(2-Amino-4-((4-hydroxybenzyl)amino)phenyl)-2,3-difluorooctanamid